3-fluoro-6-methoxybenzoic acid FC=1C=C(C(=O)O)C(=CC1)OC